5-acetyl-alpha-neuraminic acid C(C)(=O)[C@]1([C@H](C[C@@](C(O)=O)(O)O[C@H]1[C@H](O)[C@H](O)CO)O)N